7-isopropyl-3,5-dimethylthieno[3,2-c]pyridin-4(5H)-one C(C)(C)C=1C2=C(C(N(C1)C)=O)C(=CS2)C